C(CCCCCCC)NC1=C(C(=O)O)C=CC=C1S(N)(=O)=O (octylamino)-3-sulfamoyl-benzoic acid